C(\C=C/C(=O)[O-])(=O)OCCCCCCCC Mono-octyl maleate